CC1=C(C=C(C(=O)OC)C=C1)NC=1SC=C(N1)C=1C=NC=CC1 Methyl 4-methyl-3-((4-(pyridin-3-yl)thiazol-2-yl)amino)benzoate